[Si](C1=CC=CC=C1)(C1=CC=CC=C1)(C(C)(C)C)OCCC(COCC(F)F)O 4-((tert-butyldiphenylsilyl)oxy)-1-(2,2-difluoroethoxy)butan-2-ol